tert-butyl (1R,4R)-5-[3-methyl-2-oxo-1-(2-trimethylsilylethoxymethyl)benzimidazol-4-yl]-2,5-diazabicyclo[2.2.1]heptane-2-carboxylate CN1C(N(C2=C1C(=CC=C2)N2[C@H]1CN([C@@H](C2)C1)C(=O)OC(C)(C)C)COCC[Si](C)(C)C)=O